COC1=NC=C(C(=N1)OC)C=O 2,4-DIMETHOXY-5-FORMYLPYRIMIDINE